CC1(N(CC2(C1)CCN(CC2)C(=O)OC(C(F)(F)F)C(F)(F)F)CC2=CC(=CC(=C2)C(F)(F)F)N2CCOCC2)C 1,1,1,3,3,3-Hexafluoropropan-2-yl 3,3-dimethyl-2-(3-morpholinyl-5-(trifluoromethyl) benzyl)-2,8-diazaspiro[4.5]decane-8-carboxylate